5-bromo-2-(1-methylpiperidin-4-yl)pyridine BrC=1C=CC(=NC1)C1CCN(CC1)C